BrC=1C=CC(=C(C1)NC1CN(CCCC1)C(=O)OC(C)(C)C)[N+](=O)[O-] tert-butyl 3-((5-bromo-2-nitrophenyl)amino)azepane-1-carboxylate